N-[(E)-(2-{6-azaspiro[2.5]octan-6-yl}-4-iodophenyl)methylidene]-2-methyl-2-propanesulfinamide C1CC12CCN(CC2)C2=C(C=CC(=C2)I)\C=N\S(=O)C(C)(C)C